Tert-butyl [1-(aminomethyl)cyclopropyl]carbamate NCC1(CC1)NC(OC(C)(C)C)=O